ClC1=CC=C(C=C1)C(C(=O)N1CC2(C3=CC=C(C=C13)OC(F)(F)F)CC2)NC2=CC(=CC(=C2)OC)C(C)=NOCCCO 2-(4-chlorophenyl)-2-((3-(1-((3-hydroxypropoxy)imino)ethyl)-5-methoxyphenyl)amino)-1-(6'-(trifluoromethoxy)spiro[cyclopropane-1,3'-indolin]-1'-yl)ethan-1-one